C(C)(C)(C)[C@@H]1CC=2C=C3C(=NC2CC1)SC(=C3)C(=O)N[C@H](CCN3CC(CC3)O)C3=CC=CC=C3 (6S)-6-tert-butyl-N-[(1R)-3-(3-hydroxypyrrolidin-1-yl)-1-phenylpropyl]-5,6,7,8-tetrahydrothieno[2,3-b]quinoline-2-carboxamide